5-amino-2-cyclopropyl-N-(2-(trifluoromethyl)benzyl)thiazole-4-carboxamide NC1=C(N=C(S1)C1CC1)C(=O)NCC1=C(C=CC=C1)C(F)(F)F